FC(C(=O)N1[C@H](CN(CC1)C=1C2=C(N=C(N1)OC[C@H]1N(CCC1)C)CN(CC2)C2=CC=CC1=CC=CC(=C21)C([2H])([2H])[2H])CC#N)=C 2-((S)-1-(2-fluoroacryloyl)-4-(7-(8-(methyl-d3)naphthalen-1-yl)-2-(((S)-1-methylpyrrolidin-2-yl)methoxy)-5,6,7,8-tetrahydropyrido[3,4-d]pyrimidin-4-yl)piperazin-2-yl)acetonitrile